(E)-4-methoxy-3-(3-phenylprop-1-en-1-yl)benzamide COC1=C(C=C(C(=O)N)C=C1)\C=C\CC1=CC=CC=C1